CC=1C=C(C2=CC=CC=C2C1)CS(=O)(=O)N 3-methylnaphthalen-1-yl-methanesulfonamide